4-((2-methoxyethyl)(methyl)amino)but-2-enamide COCCN(CC=CC(=O)N)C